Pyridin-3-ylmethyl-4-(((1-aminoisoquinolin-5-yl)amino)methyl)-1-(((1-methyl-2-oxo-1,2-dihydropyridin-4-yl)oxy)methyl)-2-azabicyclo[2.1.1]hexane-2-carboxylate N1=CC(=CC=C1)COC(=O)N1C2(CC(C1)(C2)CNC2=C1C=CN=C(C1=CC=C2)N)COC2=CC(N(C=C2)C)=O